NC1=C(C=C(C=N1)NC(C(=O)N1[C@H](CC[C@@H](C1)C)C=1C=CC2=C(N=C(S2)C2CC(N(CC2)C)=O)C1)=O)CC N-(6-amino-5-ethyl-3-pyridyl)-2-[(2R,5S)-5-methyl-2-[2-(1-methyl-2-oxo-4-piperidyl)-1,3-benzothiazol-5-yl]-1-piperidyl]-2-oxo-acetamide